9-(2-aminophenyl)-9H-carbazole NC1=C(C=CC=C1)N1C2=CC=CC=C2C=2C=CC=CC12